N2-(4-(4-(azetidin-3-yl)piperazin-1-yl)phenyl)-9-isopropyl-N8-(pyridin-3-yl)-9H-purine-2,8-diamine N1CC(C1)N1CCN(CC1)C1=CC=C(C=C1)NC1=NC=C2N=C(N(C2=N1)C(C)C)NC=1C=NC=CC1